C(C1=CC=CC=C1)OC1=CC2=C(C=N1)N=CN2C 6-(Benzyloxy)-1-methyl-1H-imidazo[4,5-c]pyridine